C1(=CC=C(C=C1)C)C(C(O)(C1=CC=C(C=C1)C)C1=CC=C(C=C1)C)[N+](C)(C)C tricresyl-choline